COC(C[Sn])OC dimethoxyethyltin